2-bromo-1-(4-fluorophenyl)-5-hydroxy-indole-3-carbonitrile BrC=1N(C2=CC=C(C=C2C1C#N)O)C1=CC=C(C=C1)F